1-(4-(TERT-BUTYL)PYRIDIN-2-YL)-N-(6-METHOXY-1-METHYL-1H-INDAZOL-7-YL)-1H-PYRAZOLE-4-SULFONAMIDE C(C)(C)(C)C1=CC(=NC=C1)N1N=CC(=C1)S(=O)(=O)NC=1C(=CC=C2C=NN(C12)C)OC